C(C)C(CN1CCN(CC1)C([C@H]1NCCC1)=O)(CC)O (S)-1-(2-ethyl-2-hydroxybutyl)-4-prolylpiperazine